sodium carboxymethyl acetate C(C)(=O)OCC(=O)O.[Na]